C(CCCC)SC1=CC(=CC=C1)OC 3-methoxyphenyl (pentyl) sulfide